OCCOC(C1=CC=C(C(=O)OCCO)C=C1)=O bis(2-Hydroxyethyl)-Terephthalat